(Acetyloxy)methyl (3R)-3-{[5-(2-chloro-5-cyanophenyl)-1H-indazol-3-yl]carbamoyl}piperidine-1-carboxylate ClC1=C(C=C(C=C1)C#N)C=1C=C2C(=NNC2=CC1)NC(=O)[C@H]1CN(CCC1)C(=O)OCOC(C)=O